(4-ethoxy-2-(2-methoxythiazol-5-yl)quinolin-6-yl)oxetan-3-carboxamide C(C)OC1=CC(=NC2=CC=C(C=C12)C1OCC1C(=O)N)C1=CN=C(S1)OC